(R)-2'-oxo-1,1',2',4,6,7-hexahydrospiro[indole-5,3'-pyrrolo[2,3-b]pyridine]-2-carboxylic acid ethyl ester C(C)OC(=O)C=1NC=2CC[C@@]3(C(NC4=NC=CC=C43)=O)CC2C1